COC(=O)C1(CCCC1)CO.CN1N=C(C(=C1)C=1C(=NC(=NC1)C1=NNC=C1)C(=O)N)C1=NC=CC=C1 (1-methyl-3-(pyridin-2-yl)-1H-pyrazol-4-yl)-2-(1H-pyrazol-3-yl)pyrimidine-4-carboxamide methyl-1-(hydroxymethyl)cyclopentanecarboxylate